3-[3-[1-[6-(3-cyclopropyl-1,2,4-triazol-1-yl)-2-azaspiro[3.3]heptane-2-carbonyl]azetidin-3-yl]oxyphenyl]-2,2-dimethyl-propanoic acid C1(CC1)C1=NN(C=N1)C1CC2(CN(C2)C(=O)N2CC(C2)OC=2C=C(C=CC2)CC(C(=O)O)(C)C)C1